N-(2-(3-(1,3-dioxolan-2-yl)-4-((4-methoxybenzyl)oxy)phenyl)pyrimidin-4-yl)-5-isopropyl-8-(3-((methylsulfonyl)methyl)azetidin-1-yl)isoquinolin-3-amine O1C(OCC1)C=1C=C(C=CC1OCC1=CC=C(C=C1)OC)C1=NC=CC(=N1)NC=1N=CC2=C(C=CC(=C2C1)C(C)C)N1CC(C1)CS(=O)(=O)C